COC1=NS(N=C1NC)=O 3-methoxy-4-(methylamino)-1,2,5-thiadiazole 1-oxide